5-(3-methyl-[1,2,4]triazolo[4,3-a]pyridin-6-yl)-N-((4s,7s)-1-oxaspiro[3.5]nonan-7-yl)-7H-pyrrolo[2,3-d]pyrimidin-2-amine CC1=NN=C2N1C=C(C=C2)C2=CNC=1N=C(N=CC12)NC1CCC2(CCO2)CC1